FC(CNC(C(=O)N1[C@@H]([C@@H]2[C@H](C1)CCC2)C(=O)N[C@@H](C[C@H]2C(NCC2)=O)C(COC(F)(F)F)=O)=O)F (1S,3aR,6aS)-2-(2-((2,2-difluoroethyl)amino)-2-oxoacetyl)-N-((S)-3-oxo-1-((S)-2-oxopyrrolidin-3-yl)-4-(trifluoromethoxy)butan-2-yl)octahydrocyclopenta[c]pyrrole-1-carboxamide